tert-butyl 4-(6-vinylbenzo[d]isoxazol-3-yl)piperazine-1-carboxylate C(=C)C1=CC2=C(C(=NO2)N2CCN(CC2)C(=O)OC(C)(C)C)C=C1